C(C)(C)C1=CC=C(C=C1)CS(=O)(=O)Cl (4-isopropylphenyl)methanesulfonyl chloride